NC=1C=C2C(=NC1)CN(C2)C(=O)OC(C)(C)C tert-Butyl 3-amino-5,7-dihydropyrrolo[3,4-b]pyridine-6-carboxylate